4-((6-chloro-2-(3-methyl-1H-pyrazol-1-yl)pyrimidin-4-yl)amino)cyclohexan-1-ol ClC1=CC(=NC(=N1)N1N=C(C=C1)C)NC1CCC(CC1)O